The molecule is a member of the class of ethylenediamine derivatives that is ethylenediamine in which one of the nitrogens is substituted by two methyl groups, and the other nitrogen is substituted by a 2-pyridyl group and a (2-thienyl)methyl group. It has a role as a H1-receptor antagonist, an anti-allergic agent, a sedative and a carcinogenic agent. CN(C)CCN(CC1=CC=CS1)C2=CC=CC=N2